(S)-2-(4,4-difluoroazepan-1-yl)-5-methyl-6,7,8,9-tetrahydro-5H-pyrazino[2,3-d]azepine FC1(CCN(CCC1)C=1C=NC2=C(CCNC[C@@H]2C)N1)F